(4-amino-1,3-dihydrofuro[3,4-c]quinolin-8-yl)((3S)-3-(6-(trifluoromethyl)-3-pyridazinyl)-4-morpholinyl)methanone NC1=NC=2C=CC(=CC2C2=C1COC2)C(=O)N2[C@H](COCC2)C=2N=NC(=CC2)C(F)(F)F